TRIAZOLO-AZEPINE N1=NN=C2C1=CC=CC=N2